1,1-dioxido-2,3-dihydro-1,4-benzothiazepin O=S1(CCN=CC2=C1C=CC=C2)=O